C(C)(C)C1C(CCCC1N)N isopropyl-2,6-diaminocyclohexane